C(C)OC(=O)C=1C(=NC(=NC1)NC1=CC(=CC=C1)OC)NCCCNC(N)=S 3-(3-(5-(ethoxycarbonyl)-2-(3-methoxyanilino)pyrimidin-4-yl-amino)propyl)thiourea